4-[(3,4-diamino-2-fluorophenyl)methyl]piperidine-1-carboxylic acid tert-butyl ester C(C)(C)(C)OC(=O)N1CCC(CC1)CC1=C(C(=C(C=C1)N)N)F